1-bromo-3-(piperidin-4-yl)acetone trifluoroacetate salt FC(C(=O)O)(F)F.BrCC(=O)CC1CCNCC1